C(=O)(O)CCC(CCC(=O)O)(CCC(=O)O)[N+](=O)[O-] 4-(2-carboxyethyl)-4-nitropimelic acid